2-(4-methylphenyl)-2-(4,4-diphenyl-1,3-butadienyl)-1,3-dithiane CC1=CC=C(C=C1)C1(SCCCS1)C=CC=C(C1=CC=CC=C1)C1=CC=CC=C1